NC1=CC=2N(C=C1OC)N=C(C2)CCC(C)(O)C 4-(5-amino-6-methoxy-pyrazolo[1,5-a]pyridin-2-yl)-2-methyl-butan-2-ol